CC=1N=CC2=CC=CC(=C2C1)C(C(=O)O)N1CC(C1)OCCCCCC1=NC=2NCCCC2C=C1 2-(3-methylisoquinolin-5-yl)-2-(3-(5-(5,6,7,8-tetrahydro-1,8-naphthyridin-2-yl)pentyloxy)azetidin-1-yl)acetic acid